tert-butyl 4'-amino[1,1'-biphenyl]-3-carboxylate NC1=CC=C(C=C1)C1=CC(=CC=C1)C(=O)OC(C)(C)C